CC=1C(=NC(=NC1)C1=CC=CC=C1)C=1N=C(C2=C(N1)C=CC=N2)N2CCOCC2 4-(2-(5-methyl-2-phenylpyrimidin-4-yl)pyrido[3,2-d]pyrimidin-4-yl)morpholine